3-Bis-azidomethyloxetane N(=[N+]=[N-])C(C1COC1)N=[N+]=[N-]